6-[(1,4-dioxonaphthalen-2-yl)amino]-N-(3-phenyltellanylpropyl)hexanamide O=C1C(=CC(C2=CC=CC=C12)=O)NCCCCCC(=O)NCCC[Te]C1=CC=CC=C1